CC(C(=O)O)(C(C)=O)F.COC(C(C(C)=O)F)=O methyl-2-fluoro-3-oxobutanoate (methyl 2-fluoro-3-oxobutanoate)